tert-butyl (2S)-2-[(tert-butoxycarbonyl)amino]-3-{[(2-{[1-(6-nitrobenzo[d][1,3]dioxol-5-yl)ethyl]thio}-ethoxy)carbonyl]amino}propanoate C(C)(C)(C)OC(=O)N[C@H](C(=O)OC(C)(C)C)CNC(=O)OCCSC(C)C1=CC2=C(OCO2)C=C1[N+](=O)[O-]